pyrazolo[4,3-c]pyrazole N1=NC=C2C1=CN=N2